C(C)C1(C(NC(N1)=O)=O)C1=CC=C(C=C1)C(=O)N1CCN(CC1)C1=NC=C(C=C1C)CC 5-ethyl-5-{4-[4-(5-ethyl-3-methylpyridin-2-yl)piperazine-1-carbonyl]phenyl}imidazolidine-2,4-dione